Di-tert-butyl-3-(4-(((tert-butyl-diphenylsilyl)oxy)methyl)-2-(ethoxycarbonyl)pent-4-enoyl)-6,7-dihydro-1H-pyrazolo[4,3-c]-pyridine-1,5(4H)-dicarboxylate C(C)(C)(C)OC(=O)N1N=C(C=2CN(CCC21)C(=O)OC(C)(C)C)C(C(CC(=C)CO[Si](C2=CC=CC=C2)(C2=CC=CC=C2)C(C)(C)C)C(=O)OCC)=O